O1C(CCC1)C(S(=O)(=O)[O-])C tetrahydrofuran-2-yl-methylmesylate